4-[[4-[(E)-3-oxo-3-phenylprop-1-enyl]benzoyl]amino]pentanoic acid O=C(/C=C/C1=CC=C(C(=O)NC(CCC(=O)O)C)C=C1)C1=CC=CC=C1